C[Si](C#CC(CC)O)(C)C 1-trimethylsilyl-pent-1-yn-3-ol